C(CC(=O)O)[C@@H](C(=O)N[C@@H](CCC(=O)O)C(=O)N[C@@H](CCC(=O)O)C(=O)O)N The molecule is a tripeptide composed of three L-glutamic acid units joined by peptide linkages. It has a role as a metabolite. It derives from a L-glutamic acid.